1-(2-((2S,4R)-2-(4-chloropyrimidin-2-ylcarbamoyl)-4-fluoropyrrolidin-1-yl)-2-oxoethyl)-5-(pyridazin-4-yl)-1H-indazole-3-carboxamide ClC1=NC(=NC=C1)NC(=O)[C@H]1N(C[C@@H](C1)F)C(CN1N=C(C2=CC(=CC=C12)C1=CN=NC=C1)C(=O)N)=O